t-Butyl ((6-(2-allyl-6-(methylthio)-3-oxo-2,3-dihydro-1H-pyrazolo[3,4-d]pyrimidin-1-yl)pyridine-2-yl)sulfonyl)carbamate C(C=C)N1N(C2=NC(=NC=C2C1=O)SC)C1=CC=CC(=N1)S(=O)(=O)NC(OC(C)(C)C)=O